FC(CCS(=O)CCC(=O)N)(F)F 3-[(3,3,3-trifluoropropyl)sulfinyl]-propanamide